FC1=CC=C(C=C1)C=1C=C2C(=NC=NC2=C(C1)OC)NC(C)C=1SC(=NN1)C 6-(4-Fluorophenyl)-8-methoxy-N-(1-(5-methyl-1,3,4-thiadiazol-2-yl)ethyl)quinazolin-4-amine